7-chloro-6-[[4-methyl-6-(methylamino)pyrimidin-2-yl]amino]chroman-8-yl-2,3,4,7-tetrahydro-1H-azepin-3-ol ClC1=C(C=C2CCCOC2=C1N1CC(CC=CC1)O)NC1=NC(=CC(=N1)C)NC